C1C=CCC2=CC=CC=C12 1,4-dihydronaphthalen